C(=O)C1=CC(=C(OCC2=CC=C(C(=O)N(C)CCOC)C=C2)C=C1)S(=O)(=O)C 4-((4-Formyl-2-(methylsulfonyl)phenoxy)methyl)-N-(2-methoxyethyl)-N-methylbenzamide